S1C2=C(C(=C1)C=1C=C(C=CC1)C1(CC1)C=1NC(C=3CN(CCCC3N1)C([C@H](O)C1=CC(=CC=C1)Cl)=O)=O)C=CC=C2 (R)-2-(1-(3-(benzo[b]thiophen-3-yl)phenyl)cyclopropyl)-6-(2-(3-chlorophenyl)-2-hydroxyacetyl)-3,5,6,7,8,9-hexahydro-4H-pyrimido[5,4-c]azepin-4-one